tri-t-butyl-hydroxyanisole C(C)(C)(C)C(OC1=C(C=CC=C1)O)(C(C)(C)C)C(C)(C)C